C(#N)C=1C=NN2C1C(=CC(=C2)C=2C=NN(C2)C2CCN(CC2)C(=O)OC(C)(C)C)C=2C=NC(=CC2)N2CCN(CC2)C(CC2=NC=C(C=C2)F)=O tert-butyl 4-[4-[3-cyano-4-[6-[4-[2-(5-fluoro-2-pyridyl)acetyl]piperazin-1-yl]-3-pyridyl]pyrazolo[1,5-a]pyridin-6-yl]pyrazol-1-yl]piperidine-1-carboxylate